FC1=CC=C(CNC=2SCC(=NN2)C=2C=CC3=C(NC(=N3)C)C2)C=C1 N-(4-fluorobenzyl)-5-(2-methyl-1H-benzo[d]imidazol-6-yl)-6H-1,3,4-thiadiazin-2-amine